2-Fluoro-2-(4-(1-(4-(trifluoromethoxy)phenyl)-1H-1,2,4-triazol-3-yl)phenyl)ethyl (Z)-(3-(5-chloro-2-(trifluoromethoxy)phenyl)-4-oxothiazolidin-2-ylidene)carbamate ClC=1C=CC(=C(C1)N1/C(/SCC1=O)=N/C(OCC(C1=CC=C(C=C1)C1=NN(C=N1)C1=CC=C(C=C1)OC(F)(F)F)F)=O)OC(F)(F)F